OCC1(CCC1)CN1C=C(C=2C1=NC=CC2)CC(=O)N ((1-(hydroxymethyl)cyclobutyl)methyl)-1H-pyrrolo[2,3-b]pyridine-3-carboxyAmide